ClC1=C2N(C(C(=C1)NC1=NC=NC(=C1)NC(=O)C1CC1)=O)C1(CN(CCC1)C(=O)OC(C)(C)C)NC2=O tert-butyl 8-chloro-6-((6-(cyclopropanecarboxamido)pyrimidin-4-yl)amino)-1,5-dioxo-1,5-dihydro-2H-spiro[imidazo[1,5-a]pyridine-3,3'-piperidine]-1'-carboxylate